OC1(CC(=C(C=C1)\C=C\C(=O)C1=CC=CC=C1)O)O 4,2,4-trihydroxychalcone